(R)-3-[2-(4-Acetaminophenyl)-1,2,3,4-tetrahydroisoquinolin-5-yl]-3-(7-methoxy-1-methyl-1H-benzo[d][1,2,3]triazol-5-yl)propionic acid N(C(=O)C)C1=CC=C(C=C1)N1CC2=CC=CC(=C2CC1)[C@H](CC(=O)O)C1=CC2=C(N(N=N2)C)C(=C1)OC